4-CYCLOPROPYL-N-(6-(3-HYDROXY-AZETIDINE-1-CARBONYL)PYRIDIN-3-YL)-3-PHENYLISOTHIAZOLE-5-CARBOXAMIDE C1(CC1)C=1C(=NSC1C(=O)NC=1C=NC(=CC1)C(=O)N1CC(C1)O)C1=CC=CC=C1